C(C)(C)(C)OC(=O)N1N=CC2=CC(=CC=C12)N1C(=NC=2C1=NC(=CC2)C)C2=CC=CC=C2 tert-Butyl-5-(5-methyl-2-phenyl-imidazo[4,5-b]pyridin-3-yl)indazole-1-carboxylate